cobalt-iron-zinc-calcium-silicon [Si].[Ca].[Zn].[Fe].[Co]